O1CCN(CC1)C=1C=C(C=C(C1)C(F)(F)F)NC(=O)C1=CSC=2CN(CCC21)C(=O)OC(C)(C)C tert-butyl 3-[[3-morpholino-5-(trifluoromethyl)phenyl]carbamoyl]-5,7-dihydro-4H-thieno[2,3-c]pyridine-6-carboxylate